3-[5H-imidazo[4,3-a]isoindol-5-yl]piperidin-4-ol C=1N=CN2C1C1=CC=CC=C1C2C2CNCCC2O